3-((5-acetylamino-1H-1,2,4-triazol-3-yl)thio)propanoic acid C(C)(=O)NC1=NC(=NN1)SCCC(=O)O